P(=O)(OC(C1=CC=CC=C1)O)(O)O phosphoryloxybenzyl alcohol